ClC1=CC2=C(NC([C@@H](N=C2C2=CC=CC=C2)C2CC2)=O)C=C1 (S)-7-chloro-3-cyclopropyl-5-phenyl-1H-benzo[e][1,4]diazepine-2(3H)-one